C1(=CC=CC=C1)C(=O)C1(CC1)C(F)(F)F phenyl-(1-(trifluoromethyl)cyclopropyl)methanone